BrC1=CC=C(S1)C(=O)N[C@@H]1C[C@@H](CCC1)N1C(=NC=2C=NC(=CC21)N2N=CC=N2)OC2=CC=CC=C2 5-bromo-N-((1S,3R)-3-(2-phenoxy-6-(2H-1,2,3-triazol-2-yl)-1H-imidazo[4,5-c]pyridin-1-yl)cyclohexyl)thiophene-2-carboxamide